Tert-butyl 2-chloro-4-[[4-[1-methyl-4-(trifluoromethyl)imidazol-2-yl]phenyl]methylamino]-6,7-dihydro-5H-pyrido[2,3-d]pyrimidine-8-carboxylate ClC=1N=C(C2=C(N1)N(CCC2)C(=O)OC(C)(C)C)NCC2=CC=C(C=C2)C=2N(C=C(N2)C(F)(F)F)C